3,5-dichloro-4-((6-chloro-5-morpholinopyridazin-3-yl)oxy)aniline ClC=1C=C(N)C=C(C1OC=1N=NC(=C(C1)N1CCOCC1)Cl)Cl